4-(pyrimidin-5-ylamino)benzonitrile N1=CN=CC(=C1)NC1=CC=C(C#N)C=C1